B(OC1=C(C=CC=C1)C)(OC1=C(C=CC=C1)C)OC1=C(C=CC=C1)C Triortho-tolyl borate